C1(=CC=CC=C1)C(C)(C1=CC=C(C=C1)C(=O)O)C1=CC=C(C=C1)C(=O)O 2-phenyl-2,2-bis(4-carboxyphenyl)ethane